C(#N)C12CCC(CC1)(CC2)C2=NC(=NC=C2)N(C(OC(C(F)(F)F)(C)C)=O)CC21CCC(CC2)(CC1)C1=NC(=NO1)C1CC1 1,1,1-trifluoro-2-methylpropan-2-yl (4-(4-cyanobicyclo[2.2.2]octan-1-yl)pyrimidin-2-yl)((4-(3-cyclopropyl-1,2,4-oxadiazol-5-yl)bicyclo[2.2.2]octan-1-yl)methyl)carbamate